C(CC=1C(=O)NC(C1)=O)C=1C(=O)NC(C1)=O 1,2-ethylenedimaleimide